7-(3,5-dimethylisoxazol-4-yl)benzo[d]thiazol-2-amine CC1=NOC(=C1C1=CC=CC=2N=C(SC21)N)C